COC1=CC(=NC=C1[N+](=O)[O-])S(=O)(=O)C 4-methoxy-2-methylsulfonyl-5-nitro-pyridine